4'-(dimethylamino)-2',3',4',5'-tetrahydro-[1,1'-biphenyl] CN(C1CCC(=CC1)C1=CC=CC=C1)C